2-(r-butyl) 3-methyl (3S,5S)-8-methyl-6-oxo-2,7-diazaspiro[4.4]nonane-2,3-dicarboxylate CC1NC([C@]2(C[C@H](N(C2)C(=O)OCCCC)C(=O)OC)C1)=O